5-fluoro-3-((4-methoxy-2,6-dimethylpyrimidin-5-yl)methyl)-6-(trifluoro-methyl)pyrimidin-4(3H)-one FC=1C(N(C=NC1C(F)(F)F)CC=1C(=NC(=NC1C)C)OC)=O